3-{2-[({[1-(3-aminopropyl)-1H-indol-6-yl]methyl}amino)methyl]-1H-indol-3-yl}-5-hydroxy-2,3-dihydro-1H-isoindol-1-one NCCCN1C=CC2=CC=C(C=C12)CNCC=1NC2=CC=CC=C2C1C1NC(C2=CC=C(C=C12)O)=O